COC=1C=C(C=CC1OC)C1=CN=CC(=N1)C1=CC(=CS1)NC(CCCC)=O N-(5-(6-(3,4-dimethoxyphenyl)pyrazin-2-yl)thiophen-3-yl)valeramide